((N-(4-(1H-imidazol-4-yl) phenyl)-2-(1H-benzo[d][1,2,3]triazol-1-yl) acetamido) methyl)-2-methoxyphenylacetate hydrochloride Cl.N1C=NC(=C1)C1=CC=C(C=C1)N(C(CN1N=NC2=C1C=CC=C2)=O)COC(CC2=C(C=CC=C2)OC)=O